methoxy-5,7-dihydroxyisoflavone COC=1OC2=CC(=CC(=C2C(C1C1=CC=CC=C1)=O)O)O